trimethyl-(1-phenylnaphthalen-2-yl)silane C[Si](C1=C(C2=CC=CC=C2C=C1)C1=CC=CC=C1)(C)C